2-(3-cyano-6-methyl-4-(trifluoromethyl)pyridin-2-yl)-N-methyl-N-(m-tolyl)octahydro-1H-isoindole-1-carboxamide C(#N)C=1C(=NC(=CC1C(F)(F)F)C)N1C(C2CCCCC2C1)C(=O)N(C=1C=C(C=CC1)C)C